(S)-4-(5-(3-(2-(4-aminobutanoyl)-6-methoxybenzo[b]thiophen-5-yl)propyl)-6-ethoxyisoindol-2-yl)-2-methyl-4-oxobutanoic acid NCCCC(=O)C1=CC2=C(S1)C=C(C(=C2)CCCC2=CC1=CN(C=C1C=C2OCC)C(C[C@@H](C(=O)O)C)=O)OC